6-nitroisobenzofuran-1(3H)-one [N+](=O)([O-])C1=CC=C2COC(C2=C1)=O